(R)-2,2-dimethyl-7-(4-(pyrrolidin-3-yloxy)butyl)-1,2,3,4-tetrahydro-1,8-naphthyridine CC1(NC2=NC(=CC=C2CC1)CCCCO[C@H]1CNCC1)C